5-(4-([1,1'-Bi(cyclopropane)]-2-yl)-5-fluoropyrrolo[1,2-b]pyridazin-2-yl)pyrimidine-2,4(1H,3H)-dione C1(C(C1)C=1C=2N(N=C(C1)C=1C(NC(NC1)=O)=O)C=CC2F)C2CC2